NC1=NC(=CC(=C1)N[C@H](C)CCC)CC1=C(C=C(C=C1)CN1CCCC1)OC (R)-2-amino-6-(2-methoxy-4-(pyrrolidin-1-ylmethyl)benzyl)-4-(pentan-2-ylamino)pyridin